OC1=C(C=CC=2OC(OC21)(C2=CC=CC=C2)C2=CC=CC=C2)C(C)=O 1-(4-Hydroxy-2,2-diphenylbenzo[d][1,3]dioxol-5-yl)ethan-1-one